4-((5-(4-methyl-1-(3,3,3-trifluoro-2-hydroxy-2-(trifluoromethyl)propyl)-1H-indazol-5-yl)-2,6-naphthyridin-3-yl)amino)-N-(pyridin-2-yl)benzenesulfonamide CC1=C2C=NN(C2=CC=C1C1=C2C=C(N=CC2=CC=N1)NC1=CC=C(C=C1)S(=O)(=O)NC1=NC=CC=C1)CC(C(F)(F)F)(C(F)(F)F)O